(2r,3r)-BOC-β-methyl-phenylalanine C[C@H](C1=CC=CC=C1)[C@H](C(=O)O)NC(=O)OC(C)(C)C